1-methyl-1,4-butanediol CC(CCCO)O